2-((4-(2-(4-cyano-2-fluorophenyl)-4-fluoro-2H-chromene-8-yl)piperidin-1-yl)methyl)-1-((1-(fluoromethyl)cyclopropyl)methyl)-1H-benzo[d]imidazole-6-carboxylic acid C(#N)C1=CC(=C(C=C1)C1OC2=C(C=CC=C2C(=C1)F)C1CCN(CC1)CC1=NC2=C(N1CC1(CC1)CF)C=C(C=C2)C(=O)O)F